2-(4-fluoro-3-methylphenyl)-4,4,5,5-tetramethyl-1,3,2-dioxaborolane FC1=C(C=C(C=C1)B1OC(C(O1)(C)C)(C)C)C